3-((tert-butoxycarbonyl)amino)propyl 4-methylbenzenesulfonate CC1=CC=C(C=C1)S(=O)(=O)OCCCNC(=O)OC(C)(C)C